[1,4]dioxocine O1C=COC=CC=C1